OC(=O)C1C2C3C4C=CC(C3C(C1)C2)C4 4-hydroxycarbonyltetracyclo[6.2.1.13,6.02,7]dodeca-9-ene